(S)-4-(2-cyclopropyl-6-(6-((2-isopropyl-4-methylpiperazin-1-yl)methyl)-8-methyl-4-oxo-4H-chromen-3-yl)pyridin-4-yl)-3-(4-methyl-4H-1,2,4-triazol-3-yl)benzonitrile C1(CC1)C1=NC(=CC(=C1)C1=C(C=C(C#N)C=C1)C1=NN=CN1C)C1=COC2=C(C=C(C=C2C1=O)CN1[C@H](CN(CC1)C)C(C)C)C